pentyl 2,2,2-tribromoacetate BrC(C(=O)OCCCCC)(Br)Br